N-(2,3-dihydrobenzo[b][1,4]dioxin-6-yl)-6-(7-(1-methyl-1H-pyrazol-4-yl)imidazo[1,2-a]pyridin-3-yl)pyridin-2-amine O1C2=C(OCC1)C=C(C=C2)NC2=NC(=CC=C2)C2=CN=C1N2C=CC(=C1)C=1C=NN(C1)C